tert-Butyl N-[4-oxo-4-[3-[2-[3-(trifluoromethyl)anilino]thiazol-4-yl]anilino]butyl]carbamate O=C(CCCNC(OC(C)(C)C)=O)NC1=CC(=CC=C1)C=1N=C(SC1)NC1=CC(=CC=C1)C(F)(F)F